C(C)(C)C1C(CC(CC1)C)C(=O)O 2-isopropyl-5-methylcyclohexaneformic acid